2-fluorotrifluoromethoxybenzene C1=CC=C(C(=C1)OC(F)(F)F)F